FC=1C=CC(=C(C1)C1CCN(CC1)C(=O)C1=NNC2=C1CN(CC2)C(=O)OC(C)(C)C)C(F)(F)F tert-butyl 3-(4-(5-fluoro-2-(trifluoromethyl)phenyl)piperidine-1-carbonyl)-6,7-dihydro-1H-pyrazolo[4,3-c]pyridine-5(4H)-carboxylate